(10-phenylanthracen-9-yl)dibenzofuran C1(=CC=CC=C1)C1=C2C=CC=CC2=C(C2=CC=CC=C12)C1=CC=CC=2OC3=C(C21)C=CC=C3